anti-N-acetyl-5-hydroxytryptamine C(C)(=O)NCCC1=CNC2=CC=C(C=C12)O